C(#N)C1=C(C=C(C=C1)C(N(C)C)=O)C(C(C)C=1N(C(C(=C(N1)C(=O)[O-])OC)=O)C)C1=CC=CC=C1.[Li+] lithium 2-[1-[2-cyano-5-(dimethylcarbamoyl) phenyl]-1-phenylpropan-2-yl]-5-methoxy-1-methyl-6-oxopyrimidine-4-carboxylate